C1(CC1)C1=C(C(=NO1)C1=C(C=CC=C1Cl)Cl)CO[C@H]1[C@@H]2C(N([C@H](C1)C2)C2=CC(=C(C(=O)NS(=O)(=O)C1COCC1)C=C2)F)=O 4-((1S,4R,5R)-5-((5-cyclopropyl-3-(2,6-dichlorophenyl)isoxazol-4-yl)methoxy)-3-oxo-2-azabicyclo[2.2.1]heptan-2-yl)-2-fluoro-N-((tetrahydrofuran-3-yl)sulfonyl)benzamide